N1-(4-Methylpentan-2-yl)-N4-phenylbenzene-1,4-diamine CC(CC(C)NC1=CC=C(C=C1)NC1=CC=CC=C1)C